4-[[5-fluoro-2-[4-(1-methylpyrazol-4-yl)-6-(5-prop-2-enoyl-6,7-dihydro-4H-thiazolo[5,4-c]pyridin-2-yl)thieno[3,2-c]pyridin-7-yl]phenoxy]methyl]piperidin-2-one FC=1C=CC(=C(OCC2CC(NCC2)=O)C1)C=1C2=C(C(=NC1C=1SC=3CN(CCC3N1)C(C=C)=O)C=1C=NN(C1)C)C=CS2